Allyl (6S,6aS)-3-((6-ethoxy-6-oxohexyl)oxy)-6-hydroxy-2-methoxy-12-oxo-6,6a,7,8,9,10-hexahydrobenzo[e]pyrido[1,2-a][1,4]-diazepine-5(12H)-carboxylate C(C)OC(CCCCCOC=1C(=CC2=C(N([C@H]([C@H]3N(C2=O)CCCC3)O)C(=O)OCC=C)C1)OC)=O